C(CSSC[C@@H](CCS(=O)[O-])N=[N+]=[N-])SSC[C@@H](CCS(=O)[O-])N=[N+]=[N-].[Na+].[Na+] sodium (3R,3'R)-4,4'-(ethane-1,2-diylbis(disulfanediyl))bis(3-azidobutane-1-sulfinate)